dibutyl sulfosuccinate sodium salt [Na+].S(=O)(=O)([O-])C(C(=O)OCCCC)CC(=O)OCCCC